N(=C=S)C1=CC(C(C=C1)C=CC=1C(=CC(=CC1)N=C=S)S(=O)(=O)O)S(=O)(=O)O 4,4'-diisothiocyanodihydrostilbene-2,2'-disulfonic acid